2-((5-hydroxy-2,2-dimethyl-4-oxochroman-7-yl)oxy)acetic acid OC1=C2C(CC(OC2=CC(=C1)OCC(=O)O)(C)C)=O